NC=1C=C(C(=CC1)C1=CC=CC=C1)C#N 4-amino-[1,1'-biphenyl]-2-carbonitrile